N-methyl-4-(pyrrol-1-yl)butan-1-amine CNCCCCN1C=CC=C1